Cl.O1N=C(C2=C1C=CC=C2)C2=C(C=CC=C2)[C@H](CC2=NC(=CC=C2)C=2C=NN(C2)C)N (S)-1-[2-(Benzo[d]isoxazol-3-yl)phenyl]-2-[6-(1-methyl-1H-pyrazol-4-yl)pyridine-2-yl]ethan-1-amine hydrochloride